N-Formyl-methionyl-leucine C(=O)N[C@@H](CCSC)C(=O)N[C@@H](CC(C)C)C(=O)O